C1(CCCCC1)C1=C(C=CC(=C1)NCC1=CC=C(C=C1)C(F)(F)F)NC(CCCCCC(CF)F)=O N-(2-Cyclohexyl-4-((4-(trifluoromethyl)benzyl)amino)phenyl)-7,8-difluorooctanamid